FC=1C=C(C=C(C1OC1=C2C(=NC=C1)N(C=C2C2=C(C=CC=C2OC(C)C)F)COCC[Si](C)(C)C)F)NC(=O)NCC2(COC2)F N-{3,5-difluoro-4-[(3-{2-fluoro-6-[(propan-2-yl)oxy]phenyl}-1-{[2-(trimethylsilyl)ethoxy]methyl}-1H-pyrrolo[2,3-b]pyridin-4-yl)oxy]phenyl}-N'-[(3-fluorooxetan-3-yl)methyl]urea